ClC=1C=C(C[C@@H]2C(NC[C@H](C(O[C@H](C(O[C@@H](C/C=C/C(N2)=O)C(C)C=CC=2C=NC=CC2)=O)CC(C)C)=O)C)=O)C=CC1OC (3S,6R,10R,16S,E)-10-(3-chloro-4-methoxybenzyl)-3-isobutyl-6-methyl-16-(4-(pyridin-3-yl)but-3-en-2-yl)-1,4-dioxa-8,11-diazacyclohexadec-13-ene-2,5,9,12-tetraone